COC(=O)[C@H]1N(CC=C1)C(=O)OC(C)(C)C (S)-N-t-butoxycarbonyl-2,5-dihydro-1H-pyrrole-2-carboxylic acid methyl ester